N1(CC=CC=C1)C(=O)OC methyl pyridine-1(2H)-carboxylate